4-bromo-3-fluoro-7-(methanesulfonyl)-1H-indazole BrC1=C2C(=NNC2=C(C=C1)S(=O)(=O)C)F